2-bromo-1-(2-methylpyridin-4-yl)ethan-1-one hydrobromide Br.BrCC(=O)C1=CC(=NC=C1)C